ClC1=C(N(N=N1)CC)C(=O)OCC Ethyl 5-chloro-3-ethyl-1,2,3-triazole-4-carboxylate